Farnesyl geranyl pyrophosphate O(P(OC\C=C(/C)\CCC=C(C)C)(=O)OP(=O)([O-])[O-])CC=C(C)CCC=C(C)CCC=C(C)C